O1COC2=NC=C(C=C21)NCCC(=O)NC=2C=NN(C2)CC(=O)N(CCOC2=CC=C(C=C2)C)C 3-([1,3]dioxolo[4,5-b]pyridin-6-ylamino)-N-[1-[2-[methyl-[2-(4-methylphenoxy)ethyl]amino]-2-oxo-ethyl]pyrazol-4-yl]propanamide